COC(=O)C1=CC=2N(C=C1)C(=NC2)C2CC2 3-cyclopropylimidazo[1,5-a]pyridine-7-carboxylic acid methyl ester